C(C)(C)(C)OC(=O)N(C(OC(C)(C)C)=O)CC1=C(C=C(C=C1)B1OC(C(O1)(C)C)(C)C)C#N tert-butyl N-tert-butoxycarbonyl-N-[[2-cyano-4-(4,4,5,5-tetramethyl-1,3,2-dioxaborolan-2-yl)phenyl]methyl]carbamate